BrC1=C(C#N)C=CC=C1F 2-bromo-3-fluorobenzonitrile